(S)-2-(((tert-butyldiphenylsilyl)oxy)methyl)-4-phenyl-2,5-dihydro-1H-pyrrole-1-carboxylic acid tert-butyl ester C(C)(C)(C)OC(=O)N1[C@@H](C=C(C1)C1=CC=CC=C1)CO[Si](C1=CC=CC=C1)(C1=CC=CC=C1)C(C)(C)C